tetrabutylphosphine trifluoroacetate FC(C(=O)O)(F)F.C(CCC)P(CCCC)(CCCC)CCCC